NC1=NC(=NC=C1CN(C=O)C(C)=C(CCOP(=O)(O)O)\S=C(\C1=CC=C(C=C1)OC)/[O-])C (Z)-S-(2-(N-((4-amino-2-methylpyrimidin-5-yl)methyl)formamido)-5-(phosphonooxy)pent-2-en-3-yl)4-methoxybenzothioate